C1(CCCCC1)[C@H]1O[C@H](C2=CC(=CC=C2[C@@H]1C1=CC=C(C=C1)N1CCC(CC1)C(OC)OC)O)C (1S,3R,4S)-3-cyclohexyl-4-(4-(4-(dimethoxymethyl)piperidin-1-yl)phenyl)-1-methylisochroman-7-ol